CC1=NN(C(=C1)C)C1=NC2=CC(=C(C=C2C(=C1)C(C)C)N1N=CN(C1=O)CC)F 1-(2-(3,5-dimethyl-1H-pyrazol-1-yl)-7-fluoro-4-isopropylquinolin-6-yl)-4-ethyl-1H-1,2,4-triazol-5(4H)-one